6-Nitro-2,3-dihydro-1H-indene-1-one [N+](=O)([O-])C1=CC=C2CCC(C2=C1)=O